Propyl [(trans-4-{2-[(1R)-1-hydroxyethyl]-1H-imidazo[4,5-d]thieno[3,2-b]pyridin-1-yl}cyclohexyl)methyl]carbamate O[C@H](C)C1=NC=2C(=C3C(=NC2)C=CS3)N1[C@@H]1CC[C@H](CC1)CNC(OCCC)=O